2-chloro-β,β,3-trifluoro-benzenepropanoic acid ClC1=C(C=CC=C1F)C(CC(=O)O)(F)F